Cl.NC/C=C/CN1/C(/SC2=C1C(=CC(=C2)C(=O)OC)OC)=N/C(=O)C2=CC(=NN2CC)C Methyl (Z)-3-((E)-4-aminobut-2-en-1-yl)-2-((1-ethyl-3-methyl-1H-pyrazole-5-carbonyl)imino)-4-methoxy-2,3-dihydrobenzo[d]thiazole-6-carboxylate hydrochloride